N-(5-(3-(2-((tert-butyldiphenylsilyl)oxy)-3,3-difluoropropyl)-1,2,4-oxadiazol-5-yl)-2-methylphenyl)-6-((3-hydroxy-3-methylbutoxy)methyl)pyrazolo[1,5-a]pyridine-3-carboxamide [Si](C1=CC=CC=C1)(C1=CC=CC=C1)(C(C)(C)C)OC(CC1=NOC(=N1)C=1C=CC(=C(C1)NC(=O)C=1C=NN2C1C=CC(=C2)COCCC(C)(C)O)C)C(F)F